O=C1NC(CCC1C1=C(C=C(C=C1F)N1CC(C1)N(C([O-])=O)C1CCSCC1)F)=O 1-(4-(2,6-dioxopiperidin-3-yl)-3,5-difluorophenyl)azetidin-3-yl(tetrahydro-2H-thiopyran-4-yl)carbamate